ClC1=C(C=C(C(=C1)Cl)N1N=C(N(C1=O)C(F)F)C)NS(=O)(=O)C N-(2,4-dichloro-5-(4-difluoromethyl-4,5-dihydro-3-methyl-5-oxo-1H-1,2,4-triazol-1-yl)phenyl)methanesulfonamide